4-((2-(1-methyl-2,6-dioxopiperidin-3-yl)-1,3-dioxoisoindolin-4-yl)amino)butanoic acid CN1C(C(CCC1=O)N1C(C2=CC=CC(=C2C1=O)NCCCC(=O)O)=O)=O